6-bromo-5-(2-fluoro-4-nitrophenoxy)-1-isopropyl-1H-indazole BrC1=C(C=C2C=NN(C2=C1)C(C)C)OC1=C(C=C(C=C1)[N+](=O)[O-])F